4-(Phenylmethylamino)-3-(2-methyltetrazol-5-yl)benzoic acid methyl ester COC(C1=CC(=C(C=C1)NCC1=CC=CC=C1)C=1N=NN(N1)C)=O